O=S1(NC2(CN(C2)C(=O)N2CC3(C2)CC(C3)OC=3SC=C(N3)C(F)(F)F)CC1)=O (6,6-dioxo-6lambda6-thia-2,5-diazaspiro[3.4]octan-2-yl)-[6-[4-(trifluoromethyl)thiazol-2-yl]oxy-2-azaspiro[3.3]heptan-2-yl]methanone